C(C)(C)(C)OC(=O)NS(=O)(=O)N1CCC(CC1)C(=O)O 1-(Tert-Butoxycarbonylsulfamoyl)piperidine-4-carboxylic acid